C1(=CC=CC=C1)C1=C(OP(Cl)Cl)C=CC=C1 o-phenylphenoxyphosphorus dichloride